4-(4-(2-(6-(4,4,5,5-tetramethyl-1,3,2-dioxaborolan-2-yl)benzo[d]thiazol-2-yl)vinyl)phenyl)morpholine CC1(OB(OC1(C)C)C1=CC2=C(N=C(S2)C=CC2=CC=C(C=C2)N2CCOCC2)C=C1)C